tert-butyl (3-amino-2,2-di-methylpropyl)carbamate NCC(CNC(OC(C)(C)C)=O)(C)C